methyl (R)-2-(6-(1-aminoethyl)-1-(but-3-en-1-yl)-1H-pyrrolo[2,3-b]pyridin-2-yl)-3-cyclopropyl-6-fluoroimidazo[1,2-a]pyridine-7-carboxylate N[C@H](C)C1=CC=C2C(=N1)N(C(=C2)C=2N=C1N(C=C(C(=C1)C(=O)OC)F)C2C2CC2)CCC=C